ON(C(CCCCCCC(=O)N)=O)C1=CC=CC=C1 N-Hydroxy-N1-phenyloctanediamide